F[C@H](CNC(=O)C=1C=NC=2N(C1NC(C)C)N=C(C2)C2=CNC(C=C2)=O)C(C)(C)O (R)-N-(2-fluoro-3-hydroxy-3-methylbutyl)-7-(isopropylamino)-2-(6-oxo-1,6-dihydropyridin-3-yl)pyrazolo[1,5-a]pyrimidine-6-carboxamide